ClC1=C(C(=O)NC2=NN(C=C2C#N)C(=O)[O-])C=CC(=N1)C(F)(F)F 3-(2-chloro-6-(trifluoromethyl)nicotinamido)-4-cyano-1H-pyrazole-1-carboxylate